3,3,3-trifluoro-2-hydroxypropionic acid benzyl ester C(C1=CC=CC=C1)OC(C(C(F)(F)F)O)=O